1,5,6-trimethyl-1,5-dihydro-4H-pyrazolo[3,4-d]pyrimidin-4-one CN1N=CC2=C1N=C(N(C2=O)C)C